C(C)OC(CCCC/C=C/C=C)OCC (3E)-9,9-diethoxy-1,3-nonadiene